5-(3-(5-(3-iodobenzyl)-4H-1,2,4-triazol-3-yl)phenoxy)-1H-indole IC=1C=C(CC=2NC(=NN2)C=2C=C(OC=3C=C4C=CNC4=CC3)C=CC2)C=CC1